(6aR)-4-chloro-3-(3-chloro-2-fluoro-6-hydroxyphenyl)-1-fluoro-12-oxo-6a,7,9,10-tetrahydro-12H-pyrazino[2,1-C]Pyrido[3,4-f][1,4]Oxazepine-8(6H)-carboxylic acid tert-butyl ester C(C)(C)(C)OC(=O)N1C[C@@H]2COC3=C(C(N2CC1)=O)C(=NC(=C3Cl)C3=C(C(=CC=C3O)Cl)F)F